CC(C)(C(=O)OCCCCCCCCCCCS)Br ω-mercaptoundecyl bromoisobutyrate